FC(COC1=C(C=C(C(=N1)OC)NS(=O)(=O)C=1C=2C=CC(=NC2C=CC1)OC)F)F N-[6-(2,2-difluoroethoxy)-5-fluoro-2-methoxy-3-pyridyl]-2-methoxy-quinoline-5-sulfonamide